(S)-N-((S)-1-(5-(2-Methoxychinolin-3-yl)-1,3,4-oxadiazol-2-yl)-7-oxononyl)-6-methyl-6-azaspiro[2.5]octan-1-carboxamid COC1=NC2=CC=CC=C2C=C1C1=NN=C(O1)[C@H](CCCCCC(CC)=O)NC(=O)[C@H]1CC12CCN(CC2)C